N-(5-bromo-3-methoxypyridin-2-yl)-1-isopropyl-2-oxo-1,2-dihydropyridine-3-carboxamide BrC=1C=C(C(=NC1)NC(=O)C=1C(N(C=CC1)C(C)C)=O)OC